FC1(CC1)C(=O)N[C@H](C(=O)N1[C@@H](C[C@H](C1)O)C(=O)NCC1=C(OCCCCCC(=O)OCC)C=C(C=C1)C1=C(N=CS1)C)C(C)(C)C 1-Ethyl 6-(2-(((2S,4R)-1-((S)-2-(1-fluorocyclopropanecarboxamido)-3,3-dimethylbutanoyl)-4-hydroxypyrrolidine-2-carboxamido)methyl)-5-(4-methylthiazol-5-yl)phenoxy)hexanoate